5,6-bis(hydroxymethyl)-bicyclo[2.2.1]hept-2-ene OCC1C2C=CC(C1CO)C2